C1(=CC=CC2=CC=CC=C12)CN1[C@H](CCC1)C(=O)O (R)-1-naphthylmethyl-L-proline